C(C)(C)(C)OC(=O)N1SOC[C@@H]1C1=CC=CC=C1.C(C)C=1N=C(OC1)[C@@H]1C([C@H]1C1=CC=C(C=C1)S(=O)(=O)N)(C)C 4-[(1S,3S)-3-(4-ethyl-1,3-oxazol-2-yl)-2,2-dimethylcyclopropyl]benzenesulfonamide tert-butyl-(S)-4-phenyl-1,2,3-oxathiazolidine-3-carboxylate